6-(thiophen-3-yl)-3,4-dihydroisoquinoline S1C=C(C=C1)C=1C=C2CCN=CC2=CC1